C(=O)(OC(C)(C)C)N1C(CCCCC1)=O N-Boc-ε-caprolactam